3-chloro-1H-pyrrolo[2,3-b]Pyridine-1-carboxylic acid tert-butyl ester C(C)(C)(C)OC(=O)N1C=C(C=2C1=NC=CC2)Cl